FC(C(=O)O)(F)F.N[C@H](C(=O)O)CCCCN1C(C2C3(C(=C(C(C2(C1=O)Br)(C3=O)C)C3=CC=CC=C3)C3=CC=CC=C3)C)=O (2S)-2-Amino-6-(3a-bromo-4,7-dimethyl-1,3,8-trioxo-5,6-diphenyl-1,3,3a,4,7,7a-hexahydro-2H-4,7-methanoisoindol-2-yl)hexanoic acid trifluoroacetic acid salt